C1(=CC=CC=C1)NC=1C2=C(SC1)C=CC=C2 N-phenylbenzo[B]thiophene-3-amine